ClC1=CCC=C1 2-chloro-1,3-cyclopentadiene